N-(2,3-dibromopropionyl)-N-methyl-glycine tert-butyl ester C(C)(C)(C)OC(CN(C)C(C(CBr)Br)=O)=O